4,4'-bis(3,4-dicarboxyphenoxy)benzophenone C(=O)(O)C=1C=C(OC2=CC=C(C(=O)C3=CC=C(C=C3)OC3=CC(=C(C=C3)C(=O)O)C(=O)O)C=C2)C=CC1C(=O)O